C(#N)C=1C=C(C=CC1)C(=O)N1C=2C=CC(=NC2CCC1)C1(CC1)NC(C1=CC=C(C=C1)F)=O N-{1-[5-(3-cyanobenzene-1-carbonyl)-5,6,7,8-tetrahydro-1,5-naphthyridin-2-yl]cyclopropyl}-4-fluorobenzamide